hexylsulfonate, tetrahexylammonium salt C(CCCCC)[N+](CCCCCC)(CCCCCC)CCCCCC.C(CCCCC)S(=O)(=O)[O-]